C(C)(=O)OC1C(COCC1)CCCCC 3-pentyltetrahydro-2H-pyran-4-yl acetate